3,3-Bis(4-cyanatophenyl)-2-benzofuran-1-on O(C#N)C1=CC=C(C=C1)C1(OC(C2=C1C=CC=C2)=O)C2=CC=C(C=C2)OC#N